O=C1CNC2(CN1C(=O)[O-])CCCCC2 3-oxo-1,4-diazaspiro[5.5]undecane-4-carboxylate